2-methyl-1,12-dodecanediamine CC(CN)CCCCCCCCCCN